6-((1H-pyrazol-3-yl)methyl)-2-(difluoro(1H-pyrazol-3-yl)methyl)-4-methyl-4,6-dihydro-5H-thiazolo[5',4':4,5]pyrrolo[2,3-d]pyridazin N1N=C(C=C1)CN1N=CC2=C(C1)N(C1=C2SC(=N1)C(C1=NNC=C1)(F)F)C